7-(diethylamino)-6-iodo-2-oxo-2H-chromene C(C)N(C1=C(C=C2C=CC(OC2=C1)=O)I)CC